dioctyl diphosphate titanium [Ti+4].O(P(OCCCCCCCC)(=O)OP(=O)([O-])[O-])CCCCCCCC.C(CCCCCCC)OP(OCCCCCCCC)(=O)OP(=O)([O-])[O-]